C1(=CC=CC=C1)N1N=CC(=C1)C=1SC=C(N1)C(=O)N([C@@H]1CNCC1)CCC 2-(1-phenyl-1H-pyrazol-4-yl)-N-propyl-N-[(3S)-pyrrolidin-3-yl]-1,3-thiazole-4-carboxamide